2-(Dimethylamino)Guanosine CN(C)C1=NC2=C(C(=O)N1)N=CN2[C@H]3[C@@H]([C@@H]([C@H](O3)CO)O)O